NC1=NC=2C=CC(=CC2C2=C1[C@H](OC2)C)C(=O)N(CC=2N=NC(=CC2)C(F)(F)F)C (3R)-4-amino-N,3-dimethyl-N-((6-(trifluoromethyl)-3-pyridazinyl)methyl)-1,3-dihydrofuro[3,4-c]quinoline-8-carboxamide